ClC1=NC=C(C(=N1)NC1=C(C=C(C=C1)OC)OC)C(=O)NC1=C(C=CC=C1C)C 2-Chloro-4-((2,4-dimethoxyphenyl)amino)-N-(2,6-dimethylphenyl)pyrimidine-5-carboxamide